C(C)NC(=O)C=1N=NC=CC1NC1=C(C=C(C=C1)C=1C=NN(C1)C(C)C)OC(C)C N-ethyl-4-((2-isopropoxy-4-(1-isopropyl-1H-pyrazol-4-yl)phenyl)amino)pyridazine-3-carboxamide